COC=1C=C(C=O)C=CC1S 3-METHOXY-4-SULFANYLBENZALDEHYDE